FC1=C(C(=C(C(=C1OP(OC1=C(C(=C(C(=C1F)F)F)F)F)(=O)C1=C(C(=C(C(=C1F)F)F)F)F)F)F)F)F pentafluorophenyl-phosphonic acid bis(pentafluorophenyl) ester